C(C)C1=C(C=NC=C1)C1=C2C=C(NC2=C(C(=C1)C1=CCCN(C1)C(=O)OC(C)(C)C)F)C(=O)N1CCN(CC1)C1=NC=C(C=C1OC)F tert-butyl 5-[4-(4-ethyl-3-pyridyl)-7-fluoro-2-[4-(5-fluoro-3-methoxy-2-pyridyl)piperazine-1-carbonyl]-1H-indol-6-yl]-3,6-dihydro-2H-pyridine-1-carboxylate